2-(aminomethyl)-5-fluoro-N-(isoxazol-3-ylmethyl)-1H-indol-6-amine NCC=1NC2=CC(=C(C=C2C1)F)NCC1=NOC=C1